O1CCOCCCCCCCCCCCCC1 1,4-dioxacycloheptadecane